The molecule is an organophosphate oxoanion that is the trianion of 6-deoxy-6-sulfo-D-fructofuranose 1-phosphate; major species at pH 7.3. It is an organosulfonate oxoanion and an organophosphate oxoanion. It is a conjugate base of a 6-deoxy-6-sulfo-D-fructofuranose 1-phosphate. C([C@@H]1[C@H]([C@@H](C(O1)(COP(=O)([O-])[O-])O)O)O)S(=O)(=O)[O-]